CC1=NN(C(=C1C(C(=O)N1CCC(CC1)CCC1=CC=CC=C1)C)C)C=1C=CC=2N(N1)C(=NN2)C 2-(3,5-dimethyl-1-(3-methyl-[1,2,4]triazolo[4,3-b]pyridazin-6-yl)-1H-pyrazol-4-yl)-1-(4-phenethylpiperidin-1-yl)propan-1-one